5-[4-amino-5-(trifluoromethyl)pyrrolo[2,1-f][1,2,4]triazin-7-yl]-4-fluoro-N-[(3R,4S)-4-fluoro-1-(2-fluoro-2-methylpropanoyl)pyrrolidin-3-yl]-2-methoxybenzamide NC1=NC=NN2C1=C(C=C2C=2C(=CC(=C(C(=O)N[C@@H]1CN(C[C@@H]1F)C(C(C)(C)F)=O)C2)OC)F)C(F)(F)F